Methyl oxazine-3-carboxylate O1NC(=CC=C1)C(=O)OC